BrC1=CC(=C(C=C1F)CC(=O)NC1=C(C=C(C(=O)OC(C)(C)C)C=C1)N[C@@H]1COCC1(C)C)F tert-butyl 4-[[2-(4-bromo-2,5-difluoro-phenyl)acetyl]amino]-3-[[(3S)-4,4-dimethyltetrahydrofuran-3-yl]amino]benzoate